4-(2,3-dihydro-1H-indol-7-yloxy)-N-[(3S)-piperidin-3-yl]-5-(trifluoromethyl)pyrimidin-2-amine N1CCC2=CC=CC(=C12)OC1=NC(=NC=C1C(F)(F)F)N[C@@H]1CNCCC1